C(C1=CC=CC=C1)(=O)O[C@@H]1C23[C@@H](N(C1=O)C1=CC4=CC=CC=C4C=C1)OC([C@]21[C@H](C[C@@]3(O)C(C)(C)C)OC(C1)=O)=O (3aS,5aS,8R,9R,10aS)-9-(tert-butyl)-9-hydroxy-6-(naphthalen-2-yl)-2,4,7-trioxodecahydrofuro[3'',2'':2',3']cyclopenta[1',2':3,4]furo[2,3-b]pyrrol-8-yl benzoate